ethyl 2,5-diisopropylcinnamate C(C)(C)C1=C(C=CC(=O)OCC)C=C(C=C1)C(C)C